ClC=1C=C2C(=C(N(C2=CC1)C(C1=CC=CC=C1)C1=CC=CC=C1)CCNS(=O)(=O)CC1=CC(=C(C=C1)Cl)Cl)CCOC1=CC=C(C(=O)O)C=C1 4-{2-[5-chloro-2-(2-{[(3,4-dichlorobenzyl)sulfonyl]amino}-ethyl)-1-(benzhydryl)-1H-indol-3-yl]ethoxy}benzoic acid